The molecule is a member of glucuronates and a dTDP-sugar. It has a role as a mouse metabolite. It derives from a D-glucuronate. CC1=CN(C(=O)NC1=O)[C@H]2C[C@@H]([C@H](O2)COP(=O)([O-])OP(=O)([O-])OC3[C@@H]([C@H]([C@@H]([C@H](O3)C(=O)[O-])O)O)O)O